C(/C)=C\1/C[C@@H]2[C@H]3C[C@@H]4O[C@@]4(C[C@H]3[C@H]1C2)C |r| (1RS,2RS,4RS,6SR,8RS,9RS,11E)-11-ethylidene-4-methyl-5-oxatetracyclo[7.2.1.0~2,8~.0~4,6~]dodecane